Cl.NCC1=CC=C(C=C1)S(=O)(=O)N 4-(aminomethyl)benzenesulfonylamine hydrochloride